(R)-N-(1-(3-amino-5-(trifluoromethyl)phenyl)ethyl)-2,6-di(pyrrolidin-1-yl)pyrido[3,4-d]pyrimidin-4-amine NC=1C=C(C=C(C1)C(F)(F)F)[C@@H](C)NC=1C2=C(N=C(N1)N1CCCC1)C=NC(=C2)N2CCCC2